NC1=CC=C(C=C1)CCCCC1=CC=C(C=C1)C=1C=C2C(=NC=NN2C1)C1=CC(=C(C=C1)CNC(=O)C1=NOC(=N1)C(C)(C)C)C N-[[4-[6-[4-[4-(4-aminophenyl)butyl]phenyl]pyrrolo[2,1-f][1,2,4]triazin-4-yl]-2-methyl-phenyl]methyl]-5-tert-butyl-1,2,4-oxadiazole-3-carboxamide